C1(=CC=CC=C1)C1=NC=C(C=C1SC(F)(F)F)SC(F)(F)F 2-Phenyl-3,5-bis(trifluoromethylthio)pyridine